(E)-N-benzyl-1-(thiophen-2-yl)methanimine C(C1=CC=CC=C1)/N=C/C=1SC=CC1